1-(3-((5-bromo-2-((3-methyl-1-(1-methylpiperidin-4-yl)-1H-pyrazol-4-yl)amino)pyrimidin-4-yl)amino)propyl)-3-methyltetrahydropyrimidin-2(1H)-one BrC=1C(=NC(=NC1)NC=1C(=NN(C1)C1CCN(CC1)C)C)NCCCN1C(N(CCC1)C)=O